C(OCC)(OC(F)F)=O (ethyl) difluoromethyl carbonate